fluoro-5-(4-((5-fluoro-2-methyl-3-oxo-8-(phenylethynyl)-3,4-dihydroquinoxalin-6-yl)methyl)piperazin-1-yl)-N-methylpyridinecarboxamide FC=1C(=NC=C(C1)N1CCN(CC1)CC=1C(=C2NC(C(=NC2=C(C1)C#CC1=CC=CC=C1)C)=O)F)C(=O)NC